OC(CN1N=NC(=C1)COC1=CC2=C(OC[C@@H](C(N2C)=O)NC(OC(C)(C)C)=O)C=C1)(C)C tert-butyl (S)-(7-((1-(2-hydroxy-2-methylpropyl)-1H-1,2,3-triazol-4-yl)methoxy)-5-methyl-4-oxo-2,3,4,5-tetrahydrobenzo[b][1,4]oxazepin-3-yl)carbamate